N1CC(C1)NC=1C=CC(=C(C1)C(C(=O)N)(CC)N1C=2C(=CC=C1)N=C(N2)SCC2=CC=C(C=C2)CC(C)C)C (5-(azetidin-3-ylamino)-2-methylphenyl)-2-(2-((4-isobutylbenzyl)thio)-4H-imidazo[4,5-b]pyridin-4-yl)butanamide